(1S,4S)-4-((S)-5H-Imidazo[5,1-a]isoindol-5-yl)-2,2-dimethylcyclobutan-1-ol C=1N=CN2C1C1=CC=CC=C1[C@@H]2[C@@H]2CC([C@H]2O)(C)C